CN(CCC=1C(=CC(N(C1)[C@H](C(=O)N[C@@H](CC(=O)O)C1=NC(=CC(=C1)C1=C(C=CC=C1C)C)C#CC(C)C)CC(C)C)=O)C(F)(F)F)C |o1:10| (S)-3-((S*)-2-(5-(2-(dimethylamino)ethyl)-2-oxo-4-(trifluoromethyl)pyridin-1(2H)-yl)-4-methylpentanamido)-3-(4-(2,6-dimethylphenyl)-6-(3-methylbut-1-yn-1-yl)pyridin-2-yl)propanoic acid